CNC1=NOC=2C1=NC=C(C2)N2CCNCC2 N-methyl-6-(piperazin-1-yl)isoxazolo[4,5-b]pyridin-3-amine